(2R,3R,4S,5S)-N-(3-carbamoyl-4-fluoro-phenyl)-3-[2-(difluoromethoxy)-4-fluoro-phenyl]-4,5-dimethyl-5-(trifluoromethyl)tetrahydrofuran-2-carboxamide C(N)(=O)C=1C=C(C=CC1F)NC(=O)[C@@H]1O[C@@]([C@H]([C@@H]1C1=C(C=C(C=C1)F)OC(F)F)C)(C(F)(F)F)C